methyl 2-[tert-butoxycarbonyl-[4-[tert-butyl(dimethyl)silyl]oxybutyl]amino]thiazole-4-carboxylate C(C)(C)(C)OC(=O)N(C=1SC=C(N1)C(=O)OC)CCCCO[Si](C)(C)C(C)(C)C